tert-butyl (S)-4-(5-amino-6-((2-fluorophenyl)carbamoyl)-2-(((S)-1-methylpyrrolidin-2-yl)methoxy)pyrimidin-4-yl)-3-methylpiperazine-1-carboxylate NC=1C(=NC(=NC1C(NC1=C(C=CC=C1)F)=O)OC[C@H]1N(CCC1)C)N1[C@H](CN(CC1)C(=O)OC(C)(C)C)C